(S)-quinuclidin-3-yl (7-(2-chloro-5-methylphenyl)-3,3-dimethylchroman-4-yl)carbamate ClC1=C(C=C(C=C1)C)C1=CC=C2C(C(COC2=C1)(C)C)NC(O[C@@H]1CN2CCC1CC2)=O